CC([C@@H](C(=O)N1[C@@H]([C@H]2C([C@H]2C1)(C)C)C(=O)O)NC(CC)=O)(C)C (1R,2S,5S)-3-[(2S)-3,3-dimethyl-2-(propanoylamino)butanoyl]-6,6-dimethyl-3-azabicyclo[3.1.0]hexane-2-carboxylic acid